ClC=1C=C(C=NC1)C(N1C(NC(CC1=O)(C)C)=[NH2+])[C@H]1[C@@H](C1)C(N[C@@H]1C[C@@H](OC2=CC=CC=C12)C(F)(F)F)=O [1-[(5-chloro-3-pyridyl)-[(1R,2R)-2-[[(2R,4R)-2-(trifluoromethyl)chroman-4-yl]carbamoyl]cyclopropyl]methyl]-4,4-dimethyl-6-oxo-hexahydropyrimidin-2-ylidene]ammonium